ClCC1=CC=C(C=C1)CBr 1-chloromethyl-4-bromomethylbenzene